N-isopentyl-1H-imidazole C(CC(C)C)N1C=NC=C1